ClC1=C(C=CC=C1)N1C(N=C(C2=C1N=C(C=C2)C(F)(F)F)NC)=S 1-(2-chlorophenyl)-4-(methylamino)-7-(trifluoromethyl)pyrido[2,3-d]pyrimidine-2(1H)-thione